thiovaline N[C@@H](C(C)C)C(=S)O